ClC1=NC=2N(C(=C1C1=CC=CC=C1)N(CC1=CC=CC=C1)CC1=CC=CC=C1)N=CC2C(=O)OCC Ethyl 5-chloro-7-(dibenzylamino)-6-phenylpyrazolo[1,5-a]pyrimidine-3-carboxylate